(R)-N-(4-(4-(4-methylpiperazin-1-yl)piperidin-1-yl)phenyl)-6-(3-phenylisoxazolidin-2-yl)pyridine CN1CCN(CC1)C1CCN(CC1)C1=CC=C(C=C1)N1CC=CC=C1N1OCC[C@@H]1C1=CC=CC=C1